6-[(1-{(2S)-2-amino-3-[(2-amino-2-oxoethyl)amino]-2-methyl-3-oxopropyl}azetidin-3-yl)oxy]-3-[(1R,2S)-2-boranopropyl]-2-hydroxybenzoic acid N[C@@](CN1CC(C1)OC1=CC=C(C(=C1C(=O)O)O)[C@@]1(C)CB1)(C(=O)NCC(=O)N)C